O1C(=NC2=C1C=CC=C2)C=2C=C(C=CC2)NC(CC2=CC=C(C=C2)C(C)(C)C)=O N-(3-(benzo[d]oxazol-2-yl)phenyl)-2-(4-(tert-butyl)phenyl)acetamide